FS(=O)(=O)[N-]S(=O)(=O)F.[Cs+] cesium bis(fluorosulfonyl)amide